N-(2-fluoro-4-(8-isopropyl-2-(methylsulfonyl)-7-oxo-7,8-dihydropteridin-6-yl)phenyl)-1-phenylmethanesulfonamide FC1=C(C=CC(=C1)C1=NC=2C=NC(=NC2N(C1=O)C(C)C)S(=O)(=O)C)NS(=O)(=O)CC1=CC=CC=C1